CC1=C(C=O)C=CC=C1C1OC(C(O1)(C)C)(C)C 2-methyl-3-(4,4,5,5-tetramethyl-1,3-dioxolan-2-yl)benzaldehyde